COC(=O)C1(CCC2(C(CC3=CC=C(C=C23)OCC)C[C@H](CO)C)CC1)N(C(C(F)(F)F)=O)C1=CC(=C(C=C1)F)Cl 4-[(3-chloro-4-fluorophenyl)(trifluoroacetyl)amino]-6'-ethoxy-2'-[(2R)-3-hydroxy-2-methylpropyl]-2',3'-dihydrospiro[cyclohexane-1,1'-indene]-4-carboxylic acid methyl ester